lithium-silver chromate [Cr](=O)(=O)([O-])[O-].[Ag+].[Li+]